COC(=O)N1[C@H](CCC2=C3C(=CC=C12)N(C(=N3)C3(CC3)OC3=CC=CC=C3)[C@H]3C[C@@H](CCC3)C(=O)O)C (1R,3R)-3-((S)-6-(methoxycarbonyl)-7-methyl-2-(1-phenoxycyclopropyl)-6,7,8,9-tetrahydro-3H-imidazo[4,5-f]quinolin-3-yl)cyclohexane-1-carboxylic acid